C(=O)(OC(C)(C)C)[C@]1(NCC2=CC=CC=C12)C(=O)O |r| (RS)-BOC-1,3-dihydro-2H-isoindolecarboxylic acid